COC1=CC=C(C=N1)C1=NC(=CC(=C1)C)N1CC2(C=3C=NC(=CC31)NC(C)=O)CC2 N-(1'-(6'-methoxy-4-methyl-[2,3'-bipyridyl]-6-yl)-1',2'-dihydrospiro[cyclopropane-1,3'-pyrrolo[3,2-c]pyridin]-6'-yl)acetamide